FC=1C=C(C=C(C1OC1=C2C(=NC=C1)NC=C2C2=CC=NN2C)F)NC=2OC[C@@](CN2)(C)CO |r| (+/-)-{2-[(3,5-difluoro-4-{[3-(1-methyl-1H-pyrazol-5-yl)-1H-pyrrolo[2,3-b]pyridin-4-yl]oxy}phenyl)amino]-5-methyl-5,6-dihydro-4H-1,3-oxazin-5-yl}methanol